(S)-N-(amino(5-((dimethylamino)methyl)pyridin-2-yl)(oxo)-λ6-sulfaneylidene)-2-(3-fluoro-2,6-diisopropylphenyl)acetamide N[S@@](=NC(CC1=C(C(=CC=C1C(C)C)F)C(C)C)=O)(=O)C1=NC=C(C=C1)CN(C)C